CC1(CC=C(CC1)C1=NC(=CC=C1N)N1CC2COCC(C1)N2)C 2-(4,4-dimethylcyclohexen-1-yl)-6-(3-oxa-7,9-diazabicyclo[3.3.1]-nonan-7-yl)pyridin-3-amine